NCC(CCC(=O)O)=O δ-AminoLevulinic Acid